(3-bromo-1-methyl-1H-1,2,4-triazol-5-yl)-2-oxa-6-azaspiro[3.3]heptane BrC1=NN(C(=N1)C1OCC12CNC2)C